ClC=1C(=NC=C(C1)C(F)(F)F)N1CCN(CC1)C 1-[3-chloro-5-(trifluoromethyl)-2-pyridinyl]-4-methyl-piperazine